[Cl-].C(C1=CC=CC=C1)[N+](C)(CC1=CC=CC=C1)CC1=CC=CC=C1 Tri-benzylmethylammonium chlorid